1-(4-((4-(cyclopentylamino)-7H-pyrrolo[2,3-d]pyrimidin-2-yl)amino)-3-methoxyphenyl)pyrrolidin-2-one C1(CCCC1)NC=1C2=C(N=C(N1)NC1=C(C=C(C=C1)N1C(CCC1)=O)OC)NC=C2